BrC=1C=C(C=NC1)C(C(F)F)N1C(C2=CC=CC=C2C1=O)=O 2-(1-(5-bromopyridin-3-yl)-2,2-difluoroethyl)isoindoline-1,3-dione